N-[(2-pyrimidin-2-yl-1,2,4-triazol-3-yl)methyl]-5,7-bis(trifluoromethyl)-1,2-benzoxazol-3-amine N1=C(N=CC=C1)N1N=CN=C1CNC1=NOC2=C1C=C(C=C2C(F)(F)F)C(F)(F)F